(3r,4s)-pyrrolidine-3,4-diol hydrochloride Cl.N1C[C@H]([C@H](C1)O)O